C1(CCCCC1)C(C)N1N(C=C(C1)C(F)(F)F)C1=CC(=CC=C1)S(=O)(=O)C 2-(1-cyclohexylethyl)-N-(3-methylsulfonylphenyl)-4-(trifluoromethyl)pyrazole